FC1(CCNCC1)CC1CCN(CC1)C1=CC(=NC=N1)C=1NN=C2C=CC(=CC12)OC1(CC1)C 3-[6-[4-[(4-fluoro-4-piperidinyl)methyl]-1-piperidinyl]pyrimidin-4-yl]-5-(1-methylcyclopropoxy)-2H-indazole